FC1=C(C(=O)NC2=CC(=NC=C2)C(=O)N)C(=CC(=C1)C(F)(F)F)OC1=C(C=C(C=C1)OC(F)(F)F)OCCCCCCCCCCCCCC 4-[[2-fluoro-6-[2-(tridecylmethoxy)-4-(trifluoromethoxy)phenoxy]-4-(trifluoromethyl)benzoyl]amino]pyridine-2-carboxamide